(±)-3-((4-oxooctan-2-yl)thio)propanoic acid O=C(C[C@@H](C)SCCC(=O)O)CCCC |r|